ClC1=NC=C(C(=N1)NCC1=C(C=CC=C1)OC)C(=O)N 2-chloro-4-((2-methoxybenzyl)amino)pyrimidin-5-carboxamide